2-(methanesulfonyl)-6-methoxybenzene CS(=O)(=O)C1=CC(=CC=C1)OC